dihydroxy-4,4'-dimethoxy-5,5'-disulfobenzophenone, disodium salt [Na+].[Na+].OC=1C(=C(C(=O)C2=CC=C(C(=C2)S(=O)(=O)[O-])OC)C=C(C1OC)S(=O)(=O)[O-])O